[N+](=O)([O-])C1=CC=C(OCCCC(=O)O)C=C1 4-(p-nitrophenoxy)-butyric acid